6-(morpholine-4-carbonyl)-4-phenylquinolin N1(CCOCC1)C(=O)C=1C=C2C(=CC=NC2=CC1)C1=CC=CC=C1